C(O[C@H]1[C@H](CCCC1)OP(=O)(OCC1=CC=CC=C1)OCC1=CC=CC=C1)(OCCl)=O cis-2-((bis(benzyloxy)phosphoryl)oxy)cyclohexyl (chloromethyl) carbonate